OC(C(=O)O)(C)C1=CC=CC=C1 hydroxy-2-phenylpropionic acid